1-chloro-3-(2,6-dichloro-4-(2-(4-(3-fluoro-2-hydroxypropoxy)phenyl)propan-2-yl)phenoxy)propan-2-ol ClCC(COC1=C(C=C(C=C1Cl)C(C)(C)C1=CC=C(C=C1)OCC(CF)O)Cl)O